OCC1=CC=C2CN(C(C2=C1OC(C)C)=O)C1C(NC(CC1)=O)=O 3-(6-(hydroxymethyl)-7-isopropoxy-1-oxoisoindolin-2-yl)piperidine-2,6-dione